NC1=NN2C(C=CC(=C2)C(=C)C)=C1 2-amino-6-(prop-1-en-2-yl)pyrazolo[1,5-a]pyridine